OCCNC1=C(C=C(C)C=C1)[N+](=O)[O-] 4-(2-hydroxyethylamino)-3-nitrotoluene